(1R,4R)-N1-(4-(5-(cyclopropyl-methyl)-1-methyl-1H-pyrazol-4-yl)-5-(trifluoromethyl)pyrimidin-2-yl)cyclohexane-1,4-diamine C1(CC1)CC1=C(C=NN1C)C1=NC(=NC=C1C(F)(F)F)NC1CCC(CC1)N